7-chloro-p-bromophenyl-5H-1,4-benzodiazepine ClC=1C=CC2=C(CN=CC(=N2)C2=CC=C(C=C2)Br)C1